O1CCC(CC1)CN1C[C@@H]2[C@H](C1)CC(C2)NC2=CC=C(N=N2)C2=CC=C(C(=O)[O-])C=C2.[Li+] Lithium 4-(6-(((3aR,5s,6aS)-2-((tetrahydro-2H-pyran-4-yl)methyl)octahydrocyclopenta[c]pyrrol-5-yl)amino)pyridazin-3-yl)benzoate